di(2-ethylhexyl)perOxydicarbonate C(C)C(COC(=O)OOC(=O)OCC(CCCC)CC)CCCC